O(C1=CC=CC=C1)C=1C=C(OCC2=CNC(O2)=S)C=CC1 5-[(3-phenoxyphenoxy)methyl]oxazole-2(3H)-thione